C(C)OC(=O)C=1C(N(C2=NC=C(C=C2C1O)Br)CC1=CC=NC=C1)=O 6-bromo-4-hydroxy-2-oxo-1-(pyridin-4-ylmethyl)-1,2-dihydro-1,8-naphthyridine-3-carboxylic acid ethyl ester